5,5'-tetrathiodipentanoic acid C(CCCCSSSSCCCCC(=O)O)(=O)O